C(C)(C)C=1OC(=C(N1)C=1C=C2CN(C(C2=CC1)=O)C1C(NC(CC1)=O)=O)C1=CC=CC=C1 3-(5-(2-isopropyl-5-phenyloxazol-4-yl)-1-oxoisoindolin-2-yl)piperidine-2,6-dione